nonyl 3-((4-imino-4-(2-stearoylhydrazineyl)butyl)thio)propanoate N=C(CCCSCCC(=O)OCCCCCCCCC)NNC(CCCCCCCCCCCCCCCCC)=O